2-(3-methoxy-4-methylphenyl)-N-methylimidazo[1,2-a]pyridin-7-amine COC=1C=C(C=CC1C)C=1N=C2N(C=CC(=C2)NC)C1